benzyl 4-(2-hydroxyacetyl)piperidine-1-carboxylate OCC(=O)C1CCN(CC1)C(=O)OCC1=CC=CC=C1